(S)-N-(2-methoxy-5-(4-(trifluoromethyl)phenoxy)phenyl)-3-methyl-2-oxooxazolidine-4-carboxamide COC1=C(C=C(C=C1)OC1=CC=C(C=C1)C(F)(F)F)NC(=O)[C@H]1N(C(OC1)=O)C